CC1=CC=C(C=C1)C1=CC(=NN1C1=CC=CC=C1)OCC(=O)OCC ethyl {[5-(4-methylphenyl)-1-phenyl-1H-pyrazol-3-yl]oxy}acetate